O1C(=CC=C1)C1=CC=C(C=C1)C=1N(C(=CN1)C)CC1=C(OCCC[C@H](CC(=O)OCC)C)C=CC=C1 ethyl (R)-6-(2-((2-(4-(furan-2-yl) phenyl)-5-methyl-1H-imidazol-1-yl) methyl) phenoxy)-3-methylhexanoate